C(C1=CC=CC=C1)(C1=CC=CC=C1)(C1=CC=CC=C1)N N-trityl-amine